4-bromo-1-methyl-2-(tetrahydro-2H-pyran-4-yl)-1H-imidazole BrC=1N=C(N(C1)C)C1CCOCC1